(R)-N-(piperidin-3-yl)-7H-pyrrolo[2,3-d]pyrimidin-4-amine HCl salt Cl.N1C[C@@H](CCC1)NC=1C2=C(N=CN1)NC=C2